O1C=NC=2C=[N+](C=CC21)[O-] oxazolo[4,5-c]pyridine 5-oxide